4-(N,N-dibutylamino)-2-hydroxy-2'-carboxybenzophenone C(CCC)N(CCCC)C1=CC(=C(C(=O)C2=C(C=CC=C2)C(=O)O)C=C1)O